4-((6-(acryloyloxy)hexyl)oxy)benzoate C(C=C)(=O)OCCCCCCOC1=CC=C(C(=O)[O-])C=C1